BrC1=CC(=C(C=C1)OCCOC)F 4-bromo-2-fluoro-1-(2-methoxyethoxy)benzene